OC[C@H](C1=CC=CC=C1)NC1=NC(=NC=C1C1=NC(=NO1)C1=NC=CC=C1)NC1=CC=C2C(=N1)CNC2=O (S)-2-((4-((2-hydroxy-1-phenylethyl)amino)-5-(3-(pyridin-2-yl)-1,2,4-oxadiazol-5-yl)pyrimidin-2-yl)amino)-6,7-dihydro-5H-pyrrolo[3,4-b]pyridin-5-one